The molecule is a L-histidine derivative that is L-histidine substituted at poisition 2 (on the imidazole ring) by a 3-carboxylato-3-(trimethylammonio)propyl group. It is an amino-acid betaine, a L-histidine derivative and a non-proteinogenic L-alpha-amino acid. C[N+](C)(C)C(CCC1=NC=C(N1)C[C@@H](C(=O)O)N)C(=O)[O-]